OC=1NC2=CC=CC=C2C1N 2-hydroxy-3-indoleamine